[Mn].[Fe].[Si].[Al] aluminum-silicon iron-manganese